1-((2,6-dichloropyridin-4-yl)methyl)-4-(2-methoxyethyl)piperazine ClC1=NC(=CC(=C1)CN1CCN(CC1)CCOC)Cl